ClC=1C=C(C=CC1F)NC(N(CC1=NNC(=C1)C(F)(F)F)C=1C(=NC(=NC1C)OC)C)=O (3-Chloro-4-fluorophenyl)-1-(2-methoxy-4,6-dimethylpyrimidin-5-yl)-1-((5-(trifluoromethyl)-1H-pyrazol-3-yl)methyl)urea